5,6,7-trihydroxy-2-(4-hydroxyphenyl)-4H-benzopyran-4-one OC1=C(C(=CC2=C1C(C=C(O2)C2=CC=C(C=C2)O)=O)O)O